3,5-Dimethylpyrazole-1-thioamide CC1=NN(C(=C1)C)C(N)=S